NC1=C(OCC(C)(O)C)C=CC(=C1)N1CCN(CC1)C 1-(2-amino-4-(4-methylpiperazin-1-yl)phenoxy)-2-methylpropan-2-ol